C1(=CC=CC=C1)[Si](C1=CC=C(C=C1)[PH2]=O)(C1=CC=CC=C1)C1=CC=CC=C1 4-triphenylsilyl-phenylphosphine oxide